C1OCCCCCC=CC=CC=CC2=C1C=CC=C2 HEXAHYDRO-2-BENZOXACYCLOPENTADECINE